CC1=NOC(=C1C=1C=C(OC2=C(C=C(C=C2C)NC(=O)C2COCC2)C)C=C(C1)C)C N-(4-(3-(3,5-dimethylisoxazol-4-yl)-5-methylphenoxy)-3,5-dimethylphenyl)tetrahydrofuran-3-carboxamide